NC1=NC(=CC2=C1N(C=N2)C(C)C)C2=CC=C1C(C(N(C1=C2)C2CC(C2)(N2CCCCC2)C)=O)(C)C 6-(4-Amino-3-isopropyl-3H-imidazo[4,5-c]pyridin-6-yl)-3,3-dimethyl-1-((1s,3s)-3-methyl-3-(piperidin-1-yl)cyclobutyl)indolin-2-one